N-[3-(dimethylamino)propyl]-2,2-dimethyl-N-(1-methylpiperidin-4-yl)-tetrahydro-2H-furo[3,4-d][1,3]Dioxole-4-carboxamide CN(CCCN(C(=O)C1OCC2OC(OC21)(C)C)C2CCN(CC2)C)C